2,4-diaminophenylenediamine NC1(C(C=CC(=C1)N)N)N